(1-butyl-5-chloro-3-(1-cyanovinyl)-2-oxoindolin-3-yl) carbonate C(OC1(C(N(C2=CC=C(C=C12)Cl)CCCC)=O)C(=C)C#N)([O-])=O